tert-Butyl 4-(1-benzhydrylazetidin-3-yl)piperazine-1-carboxylate C(C1=CC=CC=C1)(C1=CC=CC=C1)N1CC(C1)N1CCN(CC1)C(=O)OC(C)(C)C